COC(C1=C(C=C(C(=C1)F)Br)CBr)=O 4-bromo-2-(bromomethyl)-5-fluoro-benzoic acid methyl ester